1-hydroxycyclohexylbenzoyl-phosphine oxide OC1(CCCCC1)P(C(C1=CC=CC=C1)=O)=O